ClC=1C(=NC=C(C1)N=C(C1=CC=CC=C1)C1=CC=CC=C1)C(=O)N(C)C 3-chloro-5-((diphenylmethylene)amino)-N,N-dimethylpyridineamide